1-[1-(4-methylphenyl)-5-oxopyrrolidin-3-yl]-3-(6-methylpyridin-2-yl)urea CC1=CC=C(C=C1)N1CC(CC1=O)NC(=O)NC1=NC(=CC=C1)C